Cl.N1(CCCC1)C=1C=NC=C(C(=O)N)C1 5-(pyrrolidin-1-yl)nicotinamide hydrochloride